Zinc-tin-bismuth [Bi].[Sn].[Zn]